ClC1=CC(=NC=C1CF)NC(OC)=O methyl (4-chloro-5-(fluoromethyl)pyridin-2-yl)carbamate